C(#N)C1(CC1)NS(=O)(=O)C1=CC=C2C3=C(N(C2=C1)C=1SC(=NN1)C(F)F)N=CN=C3N3CCN(CC3)C(=O)N3CCCC3 N-(1-Cyanocyclopropyl)-9-(5-(difluoromethyl)-1,3,4-thiadiazol-2-yl)-4-(4-(pyrrolidine-1-carbonyl)piperazin-1-yl)-9H-pyrimido[4,5-b]indole-7-sulfonamide